C1(=CC=C(C=C1)C=1N=COC1)C 4-(p-tolyl)oxazol